4-(2-(4-(5-chloro-2-(1H-1,2,3-triazol-1-yl)phenyl)-2,5-dioxopiperazin-1-yl)-3-phenylpropanamido)-N-methylbenzamide ClC=1C=CC(=C(C1)N1CC(N(CC1=O)C(C(=O)NC1=CC=C(C(=O)NC)C=C1)CC1=CC=CC=C1)=O)N1N=NC=C1